NCCC(=O)N[C@@H](C(C)C)C(=O)N[C@@H](CCCNC(N)=O)C(=O)NC1=CC=C(C=C1)N1C(C=CC1=O)=O beta-alanyl-L-valyl-N5-carbamoyl-N-[4-(2,5-dioxo-2,5-dihydro-1H-pyrrol-1-yl)phenyl]-L-ornithinamide